C(C1=CC=CC=C1)N1C=NC2=C(C1=O)C(=NN2C)NC(C2=NC(=C(C(=C2)Cl)O)Cl)=O N-(5-benzyl-1-methyl-4-oxo-4,5-dihydro-1H-pyrazolo[3,4-d]pyrimidin-3-yl)-4,6-dichloro-5-hydroxypicolinamide